1-ethyl-3-allylimidazole bromide salt [Br-].C(C)N1CN(C=C1)CC=C